2-[4-(tert-butoxycarbonyl)piperazin-1-yl]-1,3-oxazole-5-carboxylic acid C(C)(C)(C)OC(=O)N1CCN(CC1)C=1OC(=CN1)C(=O)O